methyl-4-methyl-phenyl sulfide CC1=C(C=CC(=C1)C)SC1=C(C=C(C=C1)C)C